BrC1=CC=2C(C3=CC(=CC=C3C2C=C1)Br)(CCCCCCCCCCCC)CCCCCCCCCCCC 2,7-dibromo-9,9-di-n-dodecyl-fluorene